1-(5-bromothiophen-2-yl)ethan-1-one BrC1=CC=C(S1)C(C)=O